Aluminum iron Silicate [Si]([O-])([O-])([O-])[O-].[Fe+2].[Al+3]